ClC1=C(C=C(OCC(=O)NC23CC(C(CC2)(CC3)C(=O)NCC3=CC(=CC=C3)C(F)(F)F)O)C=C1)F 4-[2-(4-chloro-3-fluorophenoxy)acetamido]-2-hydroxy-N-{[3-(trifluoromethyl)phenyl]methyl}bicyclo[2.2.2]octane-1-carboxamide